6-morpholino-N-(piperidin-4-yl)pyrimidin-4-amine O1CCN(CC1)C1=CC(=NC=N1)NC1CCNCC1